1-(1-acryloylpyrrolidin-3-yl)-N-(pyridin-2-yl)-3-(4-(trifluoromethyl)phenyl)-1H-indazole-7-carboxamide C(C=C)(=O)N1CC(CC1)N1N=C(C2=CC=CC(=C12)C(=O)NC1=NC=CC=C1)C1=CC=C(C=C1)C(F)(F)F